1-(2-fluoro-4-(6-(2-(4-(tetrahydro-2H-pyran-4-yl)pyridin-2-yl)acetamido)pyridazin-3-yl)butyl)-N-methyl-1H-1,2,3-triazole-4-carboxamide FC(CN1N=NC(=C1)C(=O)NC)CCC=1N=NC(=CC1)NC(CC1=NC=CC(=C1)C1CCOCC1)=O